N(=O)OCCCC butyl nitrit